2-[({2-amino-6-[(2-oxo-2,3-dihydro-1H-imidazol-1-yl)methyl]phenyl}-carbamothioyl)amino]-2-(3-chloro-4-fluorophenyl)propyl 2,2-dimethylpropanoate CC(C(=O)OCC(C)(C1=CC(=C(C=C1)F)Cl)NC(NC1=C(C=CC=C1CN1C(NC=C1)=O)N)=S)(C)C